C(C)(C)(C)OC(=O)N1CCC(CC1)CC1=NC2=CC=CC=C2C(N1)=O 4-[(4-oxo-3H-quinazolin-2-yl)methyl]piperidine-1-carboxylic acid tert-butyl ester